diphenyl decahydronaphthalene-2,4-dicarboxylate C1C(CC(C2CCCCC12)C(=O)OC1=CC=CC=C1)C(=O)OC1=CC=CC=C1